(R)-5-(2-methoxyethyl)-7-(5-(pyrrolidin-3-yloxy)pentyl)-1,2,3,4-tetrahydro-1,8-naphthyridine COCCC1=C2CCCNC2=NC(=C1)CCCCCO[C@H]1CNCC1